quinolinylimidazole N1=C(C=CC2=CC=CC=C12)C=1NC=CN1